FC=1C=C(CN(C)CC2=CC(=NC=C2)C=2C=C3CN(C(C3=CC2)=O)C2C(NC(CC2)=O)=O)C=CC1F 3-(5-(4-(((3,4-difluorobenzyl)(methyl)amino)methyl)pyridin-2-yl)-1-oxoisoindolin-2-yl)piperidine-2,6-dione